4-(2-Amino-2-methylpropanoyl)-N-(1-(4-(2-((azetidin-3-ylmethyl)(methyl)amino)propyl)phenyl)-2-oxo-1,2-dihydropyrimidin-4-yl)piperazine-1-carboxamide hydrochloride salt Cl.NC(C(=O)N1CCN(CC1)C(=O)NC1=NC(N(C=C1)C1=CC=C(C=C1)CC(C)N(C)CC1CNC1)=O)(C)C